mono[2,5,7,8-tetramethyl-2-(4,8,12-trimethyltridecyl)-6-chromanyl] succinate C(CCC(=O)[O-])(=O)OC=1C(=C2CCC(OC2=C(C1C)C)(CCCC(CCCC(CCCC(C)C)C)C)C)C